Azacyclopentyltryptamine N1(CCCC1)NCCC1=CNC2=CC=CC=C12